ClC=1C=CC(=C(C1)[C@H](NC(=O)[C@@H]1CNC(O1)=O)C1=CC(=CC=C1)Cl)OC (S)-N-((R)-(5-chloro-2-methoxyphenyl)(3-chlorophenyl)methyl)-2-oxooxazolidine-5-carboxamide